1-(tert-butyl) 2-methyl (2S,3S)-3-(((S)-1-(benzyloxy)-3-methyl-1-oxobutan-2-yl)(methyl)carbamoyl)azetidine-1,2-dicarboxylate C(C1=CC=CC=C1)OC([C@H](C(C)C)N(C(=O)[C@@H]1[C@H](N(C1)C(=O)OC(C)(C)C)C(=O)OC)C)=O